C(C)(C)(C)OC(COC1=CC=C(C=C1)C1=CC(=CC=C1)C(=O)OCC1=CC=CC=C1)=O Benzyl 4'-(2-(tert-butoxy)-2-oxoethoxy)-[1,1'-biphenyl]-3-carboxylate